racemic-acetyltyrosine C(C)(=O)N[C@@H](CC1=CC=C(C=C1)O)C(=O)O |r|